Nalpha-[4-[N-(2,4-Diamino-6-pteridinylmethyl)-N-methylamino]benzoyl]-Ndelta-[2-[2-(hexadecanoyloxy)-1,1-bis(hexadecanoyloxymethyl)ethylamino]-2-oxoethyl]-L-glutamine NC1=NC2=NC=C(N=C2C(=N1)N)CN(C)C1=CC=C(C(=O)N[C@@H](CCC(NCC(=O)NC(COC(CCCCCCCCCCCCCCC)=O)(COC(CCCCCCCCCCCCCCC)=O)COC(CCCCCCCCCCCCCCC)=O)=O)C(=O)O)C=C1